CN1C(=NC2=C1C=CC=C2)CC2CCN(CC2)C(=O)OC(C)(C)C tert-butyl 4-((1-methyl-1H-benzo[d]imidazol-2-yl)methyl)piperidine-1-carboxylate